FC1=C(C(=CC=C1)F)C1N[C@H](C2NC(NN2C2SC3CCCC3C12)C)C (7S)-9-(2,6-difluorophenyl)-4,7-dimethyl-16-thia-2,3,5,8-tetraazatetracyclo[8.6.0.02,6.011,15]Hexadecan